BrC=1C=C(C=NC1)/C(=C/C(=O)OC)/O methyl (Z)-3-(5-bromo-3-pyridinyl)-3-hydroxy-prop-2-enoate